(4,5-dichloro-2-pyridyl)-[(3R,5S)-4,4-difluoro-3,5-dimethyl-1-piperidyl]methanone ClC1=CC(=NC=C1Cl)C(=O)N1C[C@H](C([C@H](C1)C)(F)F)C